OC1(CCOCC1)CC(=O)N(C1COC1)C 2-(4-hydroxytetrahydro-2H-pyran-4-yl)-N-methyl-N-(oxetan-3-yl)acetamide